C(C)(C)NC(OC1CCC(CC1)C1=NN(C(=C1)NC1=CC=CC=2S(CCC21)(=O)=O)C(C)(C)C)=O (1s,4s)-4-(1-(tert-butyl)-5-((1,1-dioxido-2,3-dihydrobenzo[b]thiophen-4-yl)amino)-1H-pyrazol-3-yl)cyclohexyl isopropylcarbamate